1-[(2-ethyl-5-methyl-1H-imidazol-1-yl)methyl]-4-propylpyrrolidin-2-one C(C)C=1N(C(=CN1)C)CN1C(CC(C1)CCC)=O